O1C=NC(=C1)C1=CC=C(C=N1)NC(OC(C)(C)C)=O tert-butyl (6-(oxazol-4-yl)pyridin-3-yl)carbamate